FC=1C=C(C=C(C1OCCOC)F)NC=1N=C(C2=C(N1)NC=C2)OC2=CC(=CC=C2)[N+](=O)[O-] N-(3,5-difluoro-4-(2-methoxyethoxy)phenyl)-4-(3-nitrophenoxy)-7H-pyrrolo[2,3-d]pyrimidin-2-amine